6-bromo-8-fluoro-9H-pyrimido[4,5-b]Indol-4-amine BrC=1C=C2C3=C(NC2=C(C1)F)N=CN=C3N